1-(2-((tert-butyldimethylsilyl)oxy)-2-methylpropyl)-2-(ethoxymethyl)-5-(naphthalen-1-yl)-1H-imidazole [Si](C)(C)(C(C)(C)C)OC(CN1C(=NC=C1C1=CC=CC2=CC=CC=C12)COCC)(C)C